FC1(C(C1)C(N)=N)F 2,2-difluorocyclopropane-1-carboximidamide